CN1N=C(N(C1=O)CC1CCC2(CC2)CC1)CC1=C(C=CC=C1)C(F)(F)F 2-methyl-4-(spiro[2.5]oct-6-ylmethyl)-5-(2-(trifluoromethyl)benzyl)-2,4-dihydro-3H-1,2,4-triazol-3-one